OCC1=NC(=NC(=N1)CO)CO 2,4,6-Trihydroxymethyl-1,3,5-triazine